N-(6-(5-chloro-6-fluoro-7-(1-(methylthio)ethyl)-1H-indazol-4-yl)imidazo[1,2-a]pyrazin-2-yl)-2-fluorocyclopropane-1-carboxamide ClC=1C(=C2C=NNC2=C(C1F)C(C)SC)C=1N=CC=2N(C1)C=C(N2)NC(=O)C2C(C2)F